ClC1=NC2=C(C=CN=C2C(=C1)C)OCCOC 2-chloro-8-(2-methoxyethoxy)-4-methyl-1,5-naphthyridine